[5-[[1-[(E)-2-(aminomethyl)-3-fluoro-allyl]-5-oxo-1,2,4-triazol-4-yl]methyl]-2-thienyl]-2,2-dimethyl-4H-1,4-benzoxazin-3-one NC/C(/CN1N=CN(C1=O)CC1=CC=C(S1)N1C(C(OC2=C1C=CC=C2)(C)C)=O)=C\F